glycerol monomyristate C(CCCCCCCCCCCCC)(=O)OCC(O)CO